FC1=CC=C(C=C1)N1N=C(C=C1)OC1=CC(=C(C=C1C)N\C=N\[H])C (E)-N-(4-((1-(4-fluorophenyl)-1H-pyrazol-3-yl)oxy)-2,5-dimethylphenyl)formamidine